COC(=O)C=1N(C=CC1)C 1-methyl-pyrrole-2-carboxylic acid methyl ester